3,5-diamino-1,4-dihydroxycyclohexane-1-carboxamide NC1CC(CC(C1O)N)(C(=O)N)O